((5-chloro-2-(4-morpholinomethylanilino)pyrimidin-4-yl)amino)benzamide ClC=1C(=NC(=NC1)NC1=CC=C(C=C1)CN1CCOCC1)NC1=C(C(=O)N)C=CC=C1